tert-Butyl 4-(6-(4-isopropyl-5-(8-methoxy-[1,2,4]triazolo[1,5-a]pyridin-6-yl)-1-((2-(trimethyl silyl)ethoxy)methyl)-1H-pyrazol-3-yl)pyridin-3-yl)piperidine-1-carboxylate C(C)(C)C=1C(=NN(C1C=1C=C(C=2N(C1)N=CN2)OC)COCC[Si](C)(C)C)C2=CC=C(C=N2)C2CCN(CC2)C(=O)OC(C)(C)C